Rac-3-chloro-4-(1-((trans)-2-((2-(2,6-dioxopiperidin-3-yl)-1-oxoisoindolin-5-yl)oxy)cyclohexyl)azetidin-3-yl)benzonitrile ClC=1C=C(C#N)C=CC1C1CN(C1)[C@H]1[C@@H](CCCC1)OC=1C=C2CN(C(C2=CC1)=O)[C@H]1C(NC(CC1)=O)=O |&1:30|